CC1=C(C=C(C=C1)C)N(C(=O)N(C)C(C)CCC1=CC=C(C=C1)OC)C 1-(2,5-dimethylphenyl)-3-(4-(4-methoxyphenyl)butan-2-yl)-1,3-dimethylurea